NC1=NC=NN2C1=C(C=C2C=2C=CC(=C(C(=O)N[C@@H]1CN(C[C@@H]1F)C(C1=C(C=C(C=C1)F)F)=O)C2)C)C(F)(F)F 5-[4-amino-5-(trifluoromethyl)pyrrolo[2,1-f][1,2,4]triazin-7-yl]-N-[(3R,4S)-1-(2,4-difluorobenzoyl)-4-fluoropyrrolidin-3-yl]-2-methylbenzamide